COC(C(C1=CC(=CC=C1)I)O)=O 2-hydroxy-2-(3-iodophenyl)acetic acid methyl ester